OC(=O)C(F)(F)F.C1(=CC=CC=C1)C1=NN=C(N1)C1CNCC1 3-phenyl-5-(pyrrolidin-3-yl)-4H-1,2,4-triazole TFA salt